2,6-Anhydro-4-(5-bromo-6-chloro-3-cyano-2H-indazol-2-yl)-5-cyclopropanecarboxamido-3,4,5-trideoxy-D-glycero-D-galacto-non-2-enonic acid BrC1=CC2=C(N(N=C2C=C1Cl)[C@H]1C=C(C(=O)O)O[C@H]([C@@H]1NC(=O)C1CC1)[C@H](O)[C@H](O)CO)C#N